C(C)(C)(C)OC(=O)N1CCC(CC1)C=1SC2=C(N1)C(=C(N2C(=O)OC(C)(C)C)C=2C=C(C=1N(C2)N=CN1)OC)C(C)C tert-butyl 2-(1-(tert-butoxycarbonyl)piperidin-4-yl)-6-isopropyl-5-(8-methoxy-[1,2,4]triazolo[1,5-a]pyridin-6-yl)-4H-pyrrolo[3,2-d]thiazole-4-carboxylate